5-chloro-2-(2-fluoro-4-pyridinyl)-4-[4-(4-methylpiperazin-1-yl)-1-piperidinyl]-1H-pyrimidin-6-one ClC1=C(N=C(NC1=O)C1=CC(=NC=C1)F)N1CCC(CC1)N1CCN(CC1)C